(S)-3-(4-((5-acetamido-2-(naphthalen-2-ylmethoxy)benzyl)oxy)-3,5-dichlorophenyl)-2-aminopropionic acid C(C)(=O)NC=1C=CC(=C(COC2=C(C=C(C=C2Cl)C[C@@H](C(=O)O)N)Cl)C1)OCC1=CC2=CC=CC=C2C=C1